6-nitro-2-oxo-2,3-dihydrobenzo[d]oxazole-5-carbaldehyde [N+](=O)([O-])C1=CC2=C(NC(O2)=O)C=C1C=O